N[C@@H](CCC(=O)[O-])C(=O)OC(CCCCCCCCCCCCCCCCC)=O.[Na+] Natrium Stearoyl Glutamat